5-amino-N-((5-(2,6-difluorophenyl)pyridin-2-yl)methyl)-N-((3R,4R)-4-methoxytetrahydro-2H-pyran-3-yl)-6-methyl-1H-pyrrolo[3,2-b]pyridine-2-carboxamide NC1=C(C=C2C(=N1)C=C(N2)C(=O)N([C@@H]2COCC[C@H]2OC)CC2=NC=C(C=C2)C2=C(C=CC=C2F)F)C